3-((4-(4-(3,3-difluoropiperidin-4-yl)piperazin-1-yl)-3-fluorophenyl)amino)piperidine-2,6-dione HCl Cl.FC1(CNCCC1N1CCN(CC1)C1=C(C=C(C=C1)NC1C(NC(CC1)=O)=O)F)F